Br(=O)[O-].C(CCCCCCC)[N+](C)(C)C n-octyltrimethylammonium bromite